Dimethyl-4-(3-(5-((4-chloro-2,3-dihydrobenzofuran-7-yl)methoxy)-2-fluoro-4-methoxyphenyl)ureido)thiophene-2,3-dicarboxylic acid COC(=O)C1=C(SC=C1NC(=O)NC1=C(C=C(C(=C1)OCC1=CC=C(C=2CCOC21)Cl)OC)F)C(=O)OC